C12C(C3CC(CC(C1)C3)C2)NCCNC(=O)C2=NN(C(=C2C)C2=CC=C(C=C2)Cl)C=2C=NC=CC2 N-(2-((1r,3r,5r,7r)-adamantan-2-ylamino)ethyl)-5-(4-chloro-phenyl)-4-methyl-1-(pyridin-3-yl)-1H-pyrazole-3-carboxamide